O=C([C@H](C[C@H]1C(NCC1)=O)NC(=O)[C@H]1N(CC2(CC2)C1)C(=O)OC(C)(C)C)COC(F)(F)F tert-butyl (S)-6-(((S)-3-oxo-1-((S)-2-oxopyrrolidin-3-yl)-4-(trifluoromethoxy)butan-2-yl)carbamoyl)-5-azaspiro[2.4]heptane-5-carboxylate